lithium tetrakis(2,4-dimethylphenyl)borate CC1=C(C=CC(=C1)C)[B-](C1=C(C=C(C=C1)C)C)(C1=C(C=C(C=C1)C)C)C1=C(C=C(C=C1)C)C.[Li+]